NCC1=CC(=C(C(=C1)C)NC(=O)C1=CC2=C(OCCC3=C2SC=C3)C=C1C=1C(=NC(=CC1)C(NCCC)=O)C(=O)O)C(NCCCC)=O 3-(9-((4-(aminomethyl)-2-(butylcarbamoyl)-6-methylphenyl)carbamoyl)-4,5-dihydrobenzo[b]thieno[2,3-d]oxepin-8-yl)-6-(propylcarbamoyl)picolinic acid